trimethyl-2-hydroxyethylammonium hydroxide [OH-].C[N+](CCO)(C)C